2,2',3,3'-Tetramethyl-1,1'-binaphthalin CC1=C(C2=CC=CC=C2C=C1C)C1=C(C(=CC2=CC=CC=C12)C)C